1,3,8-trihydroxy-6-methoxyanthraquinone tert-Butyl-(2S,4S)-1-{4-bromo-8-oxa-3,5-diazatricyclo[7.4.0.02,7]trideca-1(13),2(7),3,5,9,11-hexaen-6-yl}-4-hydroxypyrrolidine-2-carboxylate C(C)(C)(C)OC(=O)[C@H]1N(C[C@H](C1)O)C1=NC(=NC=2C3=CC=CC=C3OC12)Br.OC1=CC(=CC=2C(C3=CC(=CC(=C3C(C12)=O)O)OC)=O)O